Bis(4-tert-butylphenyl)amine C(C)(C)(C)C1=CC=C(C=C1)NC1=CC=C(C=C1)C(C)(C)C